3-((ethoxycarbonyl)amino)-4-formylbenzoic acid methyl ester COC(C1=CC(=C(C=C1)C=O)NC(=O)OCC)=O